C1(CCC1)NC(=O)C=1C=NC(=NC1)N1[C@H](C2=C(CC1)NC=N2)C2=NN1C(C(=CC=C1)F)=C2 (R)-N-cyclobutyl-2-(4-(4-fluoropyrazolo[1,5-a]pyridin-2-yl)-1,4,6,7-tetrahydro-5H-imidazo[4,5-c]pyridin-5-yl)pyrimidine-5-carboxamide